2-(Phenylmethoxycarbonylamino)-5,5-difluoro-4,4-dimethylpentanoic acid C1(=CC=CC=C1)COC(=O)NC(C(=O)O)CC(C(F)F)(C)C